CC=1C=CC(N(C1)C1=CC=CC=C1)=O 5-methyl-N-phenyl-2(1H)-pyridone